C1OC=2C=C(C[C@H](N)C)C=CC2O1 |r| racemic-3,4-methylenedioxyamphetamine